1-(methylsulfonyl)-3,5-bis((1-(o-tolyl)-1H-1,2,3-triazol-4-yl)methylene)piperidin-4-one CS(=O)(=O)N1CC(C(C(C1)=CC=1N=NN(C1)C1=C(C=CC=C1)C)=O)=CC=1N=NN(C1)C1=C(C=CC=C1)C